ClC1=CC=C(C(=N1)C(=O)NS(=O)(=O)C)N[C@H](C)C=1C=C(C=C2C(N(C(=NC12)N1CCC(CC1)C1=NC=C(C(=N1)OC)C)C)=O)C (R)-6-chloro-3-((1-(2-(4-(4-methoxy-5-methylpyrimidin-2-yl)piperidin-1-yl)-3,6-dimethyl-4-oxo-3,4-dihydroquinazolin-8-yl)ethyl)amino)-N-(methylsulfonyl)picolinamide